2-[4-chloro-3-(trifluoromethyl)phenyl]-1-(4-{[1,2,4]triazolo[4,3-b]pyridazin-6-yl}piperazin-1-yl)ethan-1-one ClC1=C(C=C(C=C1)CC(=O)N1CCN(CC1)C=1C=CC=2N(N1)C=NN2)C(F)(F)F